Platinum(II) {bis[(difluorophenyl)pyridinyl]propane} FC=1C(=C(C=CC1)C=1C(=NC=CC1)C(C)(C)C1=NC=CC=C1C1=C(C(=CC=C1)F)F)F.[Pt+2]